6,7-difluoro-3,4-dihydroquinazolin-4-one FC=1C=C2C(NC=NC2=CC1F)=O